2,2'-bis(2-hydroxyethoxy)-4,4',6,6'-tetrabromo-1,1'-binaphthyl OCCOC1=C(C2=CC=C(C=C2C(=C1)Br)Br)C1=C(C=C(C2=CC(=CC=C12)Br)Br)OCCO